2-bromo-4,4'-di-tert-butyl-1,1'-biphenyl BrC1=C(C=CC(=C1)C(C)(C)C)C1=CC=C(C=C1)C(C)(C)C